O=C1N(C2=C(C=3CCN(CC13)C(=O)OC(C)(C)C)SC=N2)CC2=CC=C(C=C2)C(F)(F)F tert-butyl 5-oxo-4-(4-trifluoromethylbenzyl)-4,6,8,9-tetrahydrothiazolo[4,5-c][2,7]naphthyridine-7(5H)-carboxylate